ClC=1C(=NC=CC1)N1C(N=C(C2=C1N=C(C=C2)C(F)(F)F)NC)=O 1-(3-Chloropyridin-2-yl)-4-(methylamino)-7-(trifluoromethyl)pyrido[2,3-d]pyrimidine-2(1H)-one